(oxan-3-yl)imidazo[1,2-b]pyridazine-3-carboximidamid O1CC(CCC1)C=1N=C2N(N=CC=C2)C1C(N)=N